OC1=CC=C(CNC2=CC=C(C=C2)C)C=C1 N-(4-hydroxybenzyl)-4-methylaniline